6-((Ethoxycarbonyl)amino)-2-isobutoxy-3-methylbenzoic acid C(C)OC(=O)NC1=CC=C(C(=C1C(=O)O)OCC(C)C)C